(7R)-2-(4-phenoxyphenyl)-7-(piperazin-1-yl)-4,5,6,7-tetrahydro-2H-pyrazolo[4,3-b]pyridine-3-carboxamide O(C1=CC=CC=C1)C1=CC=C(C=C1)N1N=C2C(NCC[C@H]2N2CCNCC2)=C1C(=O)N